FC=1C=C(C=CC1)C1=NN(C2=C(C=CC=C12)CN1CCC(CC1)N1C(C2=CC=CC=C2C1)=O)C 2-(1-((3-(3-fluorophenyl)-1-methyl-1H-indazol-7-yl)methyl)piperidin-4-yl)isoindolin-1-one